CS(=O)(=O)OC[C@H](C(C)(O)C=1C=C(C(=C2C=CNC12)F)F)NC(=O)OC(C)(C)C (2R)-2-((tert-butoxycarbonyl)amino)-3-(4,5-difluoro-1H-indol-7-yl)-3-hydroxybutyl methanesulfonate